FC=1C=C2N(C3=CC(=C(C=C3NC2=O)CN2CCC(=CC2)C2=NC=C(C=C2)C#N)F)C1 1'-((2,8-difluoro-4-oxo-4,5-dihydropyrrolo[1,2-a]quinoxalin-7-yl)methyl)-1',2',3',6'-tetrahydro-[2,4'-bipyridine]-5-carbonitrile